N12CC(C(CC1)CC2)=O 1-aza-bicyclo[2.2.2]octan-3-one